(E)-3-(4-chlorophenyl)-1-(quinoxalin-6-yl)prop-2-en-1-one lithium [Li].ClC1=CC=C(C=C1)/C=C/C(=O)C=1C=C2N=CC=NC2=CC1